IC=CC1=CC=C(C=C1)OC iodo-4-methoxystyrene